N-((1-((9-((5-ethyl-2-methoxyphenyl)sulfonamido)-3,4-dihydro-2H-chromeno[8,7-d]isoxazol-5-yl)methyl)-1H-pyrazol-4-yl)methyl)-2-fluoroacrylamide C(C)C=1C=CC(=C(C1)S(=O)(=O)NC1=NOC=2C1=C1OCCCC1=C(C2)CN2N=CC(=C2)CNC(C(=C)F)=O)OC